C(CCCCCCCCCCCCC)(=O)NCl myristamidochloride